C[Sn](C=1SC(=C(C1F)F)[Sn](C)(C)C)(C)C 2,5-bis(trimethylstannyl)-3,4-difluorothiophene